ClC1=NC=C(C(=C1)C1=C(C=NC(=C1)C)C(=O)NC=1SC2=C(N1)CN(C2)C(C2=NC=C(C(=C2)Cl)C(F)F)=O)OC 2'-Chloro-N-(5-(4-chloro-5-(difluoromethyl)picolinoyl)-5,6-dihydro-4H-pyrrolo[3,4-d]thiazol-2-yl)-5'-methoxy-6-methyl-[4,4'-bipyridine]-3-carboxamide